C(C=C)(=O)CCC1=C(C(=C(C(C(=O)O)=C1)C(=O)O)CCO)CC 2-acryloyl-ethyl-Ethyl-2-hydroxyethyl-phthalic acid